4-fluorothiophene-2-carbonitrile FC=1C=C(SC1)C#N